COC1=CC=C2C=C[N+](CC2=C1)=O 7-methoxy-2-oxo-isoquinolin-2-ium